mono-capric acid monolaurate C(CCCCCCCCCCC)(=O)O.OC(=O)CCCCCCCCC